Ethyl 4-(piperazin-1-yl)benzoate N1(CCNCC1)C1=CC=C(C(=O)OCC)C=C1